N-((6-(8-oxa-3-azabicyclo[3.2.1]oct-3-yl)-4-(piperidin-1-yl)pyridazin-3-yl)methyl)-1H-pyrazole-5-carboxamide C12CN(CC(CC1)O2)C2=CC(=C(N=N2)CNC(=O)C2=CC=NN2)N2CCCCC2